C(C)OC(=O)C1=C(N=C(S1)NC1=NC(=CC(=N1)N(C1CCN(CC1)C)C)C1=CN=CO1)C 2-[[4-[N-methyl-N-(N-methyl-4-piperidinyl)amino]-6-(5-oxazolyl)-2-pyrimidinyl]amino]-4-methyl-5-thiazolecarboxylic acid ethyl ester